FC(C1=CC=C(C=C1)C1=CC=C(C=C1)C(=O)N1CCC(CC1)NC=1NC=CN1)F 1-({4-[4-(difluoromethyl)phenyl]phenyl}carbonyl)-N-(1H-imidazol-2-yl)piperidin-4-amine